COCC(C)(C1=CC(=CC=C1)C(F)(F)F)NC1=NC2=C(N1)C=CC=C2CNC(=O)NC 1-((2-((1-methoxy-2-(3-(trifluoromethyl)phenyl)propan-2-yl)amino)-1H-benzo[d]imidazol-4-yl)methyl)-3-methylurea